1,4-bis(n-nonyloxy)naphthalene C(CCCCCCCC)OC1=CC=C(C2=CC=CC=C12)OCCCCCCCCC